5-(6-aminopyrimidin-4-yl)-2-(2,4-dichlorophenyl)-1-(benzenesulfonyl)-1H-pyrrole-3-carbonitrile NC1=CC(=NC=N1)C1=CC(=C(N1S(=O)(=O)C1=CC=CC=C1)C1=C(C=C(C=C1)Cl)Cl)C#N